N-(4-(1H-1,2,3-triazol-4-yl)phenyl)-2-((cyclopropylmethyl)thio)-4,6-dioxo-1,4,5,6-tetrahydropyrimidine-5-carboxamide N1N=NC(=C1)C1=CC=C(C=C1)NC(=O)C1C(N=C(NC1=O)SCC1CC1)=O